CC(CCC=C)CCC=CC 5-methyl-1,8-decadiene